3-(4-chlorophenyl)thiazole isopropyl-laurate C(C)(C)OC(CCCCCCCCCCC)=O.ClC1=CC=C(C=C1)N1CSC=C1